6-(1,6-diazaspiro[3.3]heptan-6-yl)-N-(3,4-dichloro-2-fluoro-phenyl)quinazolin-4-amine N1CCC12CN(C2)C=2C=C1C(=NC=NC1=CC2)NC2=C(C(=C(C=C2)Cl)Cl)F